C(CCCCCCCCCCCCCCCCCCCCCCCCCCCCC)(=O)OCCCC n-butyl triacontanoate